3-Methoxybutyl methacrylate C(C(=C)C)(=O)OCCC(C)OC